N-benzyl-2-fluoro-5-(8-morpholino-1,5-naphthyridin-2-yl)benzenesulfonamide C(C1=CC=CC=C1)NS(=O)(=O)C1=C(C=CC(=C1)C1=NC2=C(C=CN=C2C=C1)N1CCOCC1)F